BrC1=CC(=C(O[C@H](C(=O)OC(C)(C)C)C(C)C)C=C1)C1=NOCC1OCCCC tert-butyl (2S)-2-[4-bromo-2-(4-butoxy-4,5-dihydroisoxazol-3-yl)phenoxy]-3-methylbutanoate